4-(4-chlorophenyl)phthalazin-1(2H)-one ClC1=CC=C(C=C1)C1=NNC(C2=CC=CC=C12)=O